FCCN1C2CC(CC1CC2)NC2=NC1=CC=CC=C1C(=N2)NC2=NNC(=C2)C N2-((3-exo)-8-(2-fluoroethyl)-8-azabicyclo[3.2.1]oct-3-yl)-N4-(5-methyl-1H-pyrazol-3-yl)quinazoline-2,4-diamine